FC1(CCC(CC1)C1=CC(=NC(=C1)C1=NN(C=C1)C(F)F)CNC(C=C)=O)F N-((4-(4,4-difluorocyclohexyl)-6-(1-(difluoromethyl)-1H-pyrazol-3-yl)pyridin-2-yl)methyl)-acrylamide